[Cl-].[Cl-].[Zr+2] zirconium dichloride